B([O-])([O-])[O-].C(C(=O)OF)(=O)OF.[Na+].[Na+].[Na+] SODIUM DIFLUORO OXALATE BORATE